CC(C)CCCC(C)([C@H]1CC[C@@]2([C@@]1(CC=C3C2=CC[C@@H]4[C@@]3(CC[C@@H](C4(C)C)O)C)CO)C)O 20ξ-Lanosta-7,9(11)-diene-3β,18,20-triol